2-(4-fluoro-3-(prop-2-yn-1-yloxy)phenyl)-5-(6-methylpyridin-3-yl)-1,3,4-oxadiazole FC1=C(C=C(C=C1)C=1OC(=NN1)C=1C=NC(=CC1)C)OCC#C